CN1N=C(C(=C1)C1=CC=C(S1)CN1C(NN=C1)=O)C 4-{[5-(1,3-dimethyl-1H-pyrazol-4-yl)thiophen-2-yl]methyl}-2,4-dihydro-3H-1,2,4-triazol-3-one